6-bromo-1-methyl-4-nitro-1H-indazol-3-amine BrC1=CC(=C2C(=NN(C2=C1)C)N)[N+](=O)[O-]